CC1=CC2=C(C3=CC=CC=C3C(=C2C=C1)O)O 2-methyl-9,10-dihydroxyanthracene